S(=O)(=O)([O-])[O-].[Co+2].COC=1C=C(C(=O)N)C=C(C1NC\C=C\CNC1=C(C=C(C=C1)S(N)(=O)=O)[N+](=O)[O-])[N+](=O)[O-] (E)-3-methoxy-5-nitro-4-((4-((2-nitro-4-sulfamoylphenyl)amino)but-2-en-1-yl)amino)benzamide cobalt sulfate